6-Methoxy-1-(3-(4-(pyrimidin-2-yl)piperazine-1-carbonyl)benzyl)quinazoline-2,4(1H,3H)-dione COC=1C=C2C(NC(N(C2=CC1)CC1=CC(=CC=C1)C(=O)N1CCN(CC1)C1=NC=CC=N1)=O)=O